(2R)-N-((S)-(3-chloro-2,4-difluorophenyl)(trans-1,1-difluorospiro[2.3]hexan-5-yl)methyl)-2-methyl-3-oxopiperazine-1-carboxamide ClC=1C(=C(C=CC1F)[C@@H](NC(=O)N1[C@@H](C(NCC1)=O)C)C1CC2(CC2(F)F)C1)F